(7-(((6-cyclopropyl-8-(3-methyl-2,4-dioxoimidazolidin-1-yl)imidazo[1,2-a]pyridin-2-yl)methyl)amino)-2-((1S*,2S*)-2-(4-methylpyrimidin-2-yl)cyclopropyl)quinolin-4-yl)acetonitrile C1(CC1)C=1C=C(C=2N(C1)C=C(N2)CNC2=CC=C1C(=CC(=NC1=C2)[C@@H]2[C@H](C2)C2=NC=CC(=N2)C)CC#N)N2C(N(C(C2)=O)C)=O |o1:24,25|